FC(C1=NC=C(C(=C1)C1=CC=NC=C1C(=O)[O-])OC)F 2'-(difluoromethyl)-5'-methoxy-[4,4'-bipyridine]-5-carboxylate